(R)-4-((1-(3-(Difluoromethyl)-2-fluorophenyl)ethyl)amino)-1-methyl-6-(piperazin-1-yl)pyrido[3,4-d]pyridazin-7(6H)-one FC(C=1C(=C(C=CC1)[C@@H](C)NC1=NN=C(C=2C1=CN(C(C2)=O)N2CCNCC2)C)F)F